2',5'-dimethylterphenyl-4,4-dicarboxylic acid CC1(C(C=C(C=C1)C)=C1C=CC(C=C1)(C(=O)O)C(=O)O)C1=CC=CC=C1